NC=1C=C2C(=CC=NC2=CC1C)OCCNC1CCC(CC1)N1C(N(C=2C=NC(=CC21)Cl)C)=O 1-((1s,4s)-4-((2-((6-Amino-7-methylquinolin-4-yl)oxy)ethyl)amino)cyclohexyl)-6-chloro-3-Methyl-1,3-dihydro-2H-imidazo[4,5-c]pyridin-2-one